COC1=C2C(NC(=NC2=CC(=C1)OC)C1=CC=C(C=C1)N1CCC(CC1)N(C)CC1=CC=C(N=N1)N1C(NC(CC1)=O)=O)=O 1-(6-(((1-(4-(5,7-dimethoxy-4-oxo-3,4-dihydroquinazolin-2-yl)phenyl)piperidin-4-yl)(methyl)amino)methyl)pyridazin-3-yl)dihydropyrimidine-2,4(1H,3H)-dione